tert-butyl 3-(2-oxo-1H-benzo[cd]indol-5-yl)pyrrolidine-1-carboxylate O=C1NC2=CC=CC=3C2=C1C=CC3C3CN(CC3)C(=O)OC(C)(C)C